O=C1N(C=CC=C1C(=O)O)C1=CC=C(C=C1)OC(F)(F)F 2-oxo-1-(4-(trifluoromethoxy)phenyl)-1,2-dihydropyridine-3-carboxylic acid